8-((dimethylamino)methyl)-3-(1-(2,2,3,3,3-pentafluoropropyl)-1H-pyrazol-4-yl)-2-(trifluoromethyl)-4H-pyrido[1,2-a]pyrimidin-4-one CN(C)CC1=CC=2N(C(C(=C(N2)C(F)(F)F)C=2C=NN(C2)CC(C(F)(F)F)(F)F)=O)C=C1